(3-((3S,4S)-4-amino-3-methyl-2-oxa-8-azaspiro[4.5]decan-8-yl)-6-((2-chloro-8-methoxy-6,7,8,9-tetrahydro-5H-pyrido[3,2-b]indol-3-yl)thio)pyrazin-2-yl)-methanol N[C@@H]1[C@@H](OCC12CCN(CC2)C=2C(=NC(=CN2)SC2=CC=1NC=3CCC(CC3C1N=C2Cl)OC)CO)C